Methyl 4-[3-[2,6-dichloro-4-[1-(oxan-2-yl)pyrazol-4-yl]benzoyl]-2,4-dihydro-1,3-benzoxazin-8-yl]-5-fluoro-2-morpholin-4-ylbenzoate ClC1=C(C(=O)N2COC3=C(C2)C=CC=C3C3=CC(=C(C(=O)OC)C=C3F)N3CCOCC3)C(=CC(=C1)C=1C=NN(C1)C1OCCCC1)Cl